fluoro-5-isopropoxypyridin FC1=NC=C(C=C1)OC(C)C